N,N'-(5-Amino-3-iminopyridin-2,6(1H,3H)-diyliden)bis{6,7-dimethyl-2-[2-(4-methylpiperazin-1-yl)ethoxy]pyrazolo[1,5-a]pyridin-3-amin} NC1=CC(C(NC1=NC=1C(=NN2C1C=CC(=C2C)C)OCCN2CCN(CC2)C)=NC=2C(=NN1C2C=CC(=C1C)C)OCCN1CCN(CC1)C)=N